(R)-2-bromo-N-(5-(2,4,6-trifluorophenoxy)pyrazin-2-yl)propanamide Br[C@@H](C(=O)NC1=NC=C(N=C1)OC1=C(C=C(C=C1F)F)F)C